C(C)N1CCN(CC1)CC=1C=CC=NC1 5-((4-ethylpiperazin-1-yl)methyl)pyridine